tert-Butyl (2S)-2-[(2-{[(2S,5R)-6-hydroxy-7-oxo-1,6-diazabicyclo[3.2.1]oct-2-yl]carbonyl}hydrazinyl)carbonyl]pyrrolidine-1-carboxylate ON1[C@@H]2CC[C@H](N(C1=O)C2)C(=O)NNC(=O)[C@H]2N(CCC2)C(=O)OC(C)(C)C